(αE)-2-[[[(E)-[(2E)-3-(2,6-dichlorophenyl)-1-methyl-2-propen-1-ylidene]amino]oxy]methyl]-α-(methoxyimino)-N-methylbenzeneacetamide ClC1=C(C(=CC=C1)Cl)/C=C/C(/C)=N/OCC1=C(C=CC=C1)\C(\C(=O)NC)=N/OC